5-((4-(7-fluoro-[1,2,4]triazolo[1,5-a]pyridin-6-yl)piperidin-1-yl)sulfonyl)imidazo[2,1-b]thiazole FC1=CC=2N(C=C1C1CCN(CC1)S(=O)(=O)C1=CN=C3SC=CN31)N=CN2